COCC=1C(=NN2C1C(NC(=C2)C2=CC1=CC=CC=C1C=C2)=O)C(=O)O 3-(Methoxymethyl)-6-(naphthalen-2-yl)-4-oxo-4,5-dihydropyrazolo[1,5-a]pyrazine-2-carboxylic acid